FC(CC1=CC=C(C=C1)C(C)O)(F)F 1-(4-(2,2,2-trifluoroethyl)phenyl)ethan-1-ol